azido-tyrosine N(=[N+]=[N-])N[C@@H](CC1=CC=C(C=C1)O)C(=O)O